C(#N)C(CN1C(C2=CC=CC(=C2C1)C=1C=CC(=C(C1)NC(C)=O)F)=O)=C N-{5-[2-(2-cyano-2-methylideneethyl)-1-oxo-2,3-dihydro-1H-isoindol-4-yl]-2-fluorophenyl}acetamide